(E)-1-(2-fluoro-3,4-dihydroxyphenyl)ethan-1-one O-(3-(5-methyl-1,2,4-oxadiazol-3-yl)benzyl) oxime CC1=NC(=NO1)C=1C=C(CO\N=C(/C)\C2=C(C(=C(C=C2)O)O)F)C=CC1